(8R,9R,10S)-N-(4-methoxyphenyl)-10-((N-methylmethylsulfonamido)methyl)-9-(4-(phenylethynyl)phenyl)-1,6-diazabicyclo[6.2.0]decane-6-carboxamide COC1=CC=C(C=C1)NC(=O)N1CCCCN2[C@@H]([C@@H]([C@@H]2C1)C1=CC=C(C=C1)C#CC1=CC=CC=C1)CN(S(=O)(=O)C)C